FC(C(C)(C)C=1C=CC(=NC1)C1=CC=C2C=NC(=NN21)N[C@H]2[C@@H](COCC2)O)(F)F (3S,4R)-4-((7-(5-(1,1,1-trifluoro-2-methylpropan-2-yl)pyridin-2-yl)pyrrolo[2,1-f][1,2,4]triazin-2-yl)amino)tetrahydro-2H-pyran-3-ol